C(C)(C)(C)NS(=O)(=O)C1=CC(=CC=C1)NC1=NC(=NC=C1C)NC1=CC=C(C=C1)N1CCN(CC1)CC=1C=C2CN(C(C2=C(C1)F)=O)C1C(NC(CC1)=O)=O N-(tert-butyl)-3-((2-((4-(4-((2-(2,6-dioxopiperidin-3-yl)-7-fluoro-1-oxoisoindolin-5-yl)methyl)piperazin-1-yl)phenyl)amino)-5-methylpyrimidin-4-yl)amino)benzenesulfonamide